FC(C(CC(=O)N[C@H](C(=O)O)CCN(CCCCC1=NC=2NCCCC2C=C1)C[C@@H](CF)OC)(C)C)F (S)-2-(4,4-difluoro-3,3-dimethylbutanamido)-4-(((S)-3-fluoro-2-methoxypropyl)(4-(5,6,7,8-tetrahydro-1,8-naphthyridin-2-yl)butyl)amino)butanoic acid